5-propyl-2-[1-(2-thienylmethyl)pyrazol-4-yl]-3H-imidazo[2,1-b]purin-4-one C(CC)N1C=2N(C=3N=C(NC3C1=O)C=1C=NN(C1)CC=1SC=CC1)C=CN2